tert-butyl 4-(4-amino-2,6-difluorophenyl)piperazine-1-carboxylate NC1=CC(=C(C(=C1)F)N1CCN(CC1)C(=O)OC(C)(C)C)F